35-hydroxypentatriacontyl eicos-13-enoate C(CCCCCCCCCCCC=CCCCCCC)(=O)OCCCCCCCCCCCCCCCCCCCCCCCCCCCCCCCCCCCO